5-{[3-(ethoxycarbonyl)piperidin-1-yl]methyl}pyridine-2-carboxylic acid C(C)OC(=O)C1CN(CCC1)CC=1C=CC(=NC1)C(=O)O